FC1(CN(C1)[C@@H]1CCC=2C1=NNC(C2C(F)(F)F)=O)C(=O)N2CCN(CC2)C2=NC=C(C=N2)C(F)(F)F |r| rac-7-[3-fluoro-3-[4-[5-(trifluoromethyl)pyrimidin-2-yl]piperazine-1-carbonyl]azetidin-1-yl]-4-(trifluoromethyl)-2,5,6,7-tetrahydrocyclopenta[c]pyridazin-3-one